C(C)(C)(C)C1=CC=C(C=C1)CSC=1C=CC(=NC1C1N(C2=C(N1C)C=CC(=C2)C(F)(F)F)OCC)C(=O)N 5-[(4-tert-butylphenyl)methylsulfanyl]-N'-ethoxy-6-[1-methyl-5-(trifluoromethyl)benzimidazol-2-yl]pyridine-2-carboxamide